C1(=CC=CC=C1)C=1N=CC2=C(C=NNC2=O)N1 2-phenylpyrimidino[4,5-d]pyridazin-5(6H)-one